4,5,6,7-tetrahydro-1H-imidazo[4,5-c]Pyridine N1C=NC=2CNCCC21